CC1(COC(C2=CC=C(C=C12)C)CNC)C (4,4,6-Trimethylisochroman-1-yl)-N-methylmethanamine